2-(dibenzo[b,d]furan-4-yl)aniline tert-butyl-3-(aminomethyl)-3-(1H-pyrazol-1-yl)azetidine-1-carboxylate C(C)(C)(C)OC(=O)N1CC(C1)(N1N=CC=C1)CN.C1=CC=C(C=2OC3=C(C21)C=CC=C3)C3=C(N)C=CC=C3